4-(trans-4'-pentylcyclohexyl)biphenylboronic acid C(CCCC)[C@@H]1CC[C@H](CC1)C=1C=C(C(=CC1)C1=CC=CC=C1)B(O)O